N-[3-chloro-4-(4-isonipecotoylpiperazine-1-carbonyl)phenyl]-5-[2,3-difluoro-4-[1-(2-methoxyethyl)-3-methyl-pyrazol-4-yl]phenyl]-1-methyl-imidazole-2-carboxamide hydrochloride Cl.ClC=1C=C(C=CC1C(=O)N1CCN(CC1)C(C1CCNCC1)=O)NC(=O)C=1N(C(=CN1)C1=C(C(=C(C=C1)C=1C(=NN(C1)CCOC)C)F)F)C